NCCOC(CCCC(=O)[O-])=O aminoethylpentanedioate